(S)-N-((E)-2-(4-fluorophenyl)butylidene)-2-methylpropane-2-sulfinamide FC1=CC=C(C=C1)C(\C=N\[S@@](=O)C(C)(C)C)CC